BrC=1C(=NC=C(C1)F)NC(=O)[C@H]1NC[C@@H](C1)F (2S,4R)-N-(3-bromo-5-fluoropyridin-2-yl)-4-fluoropyrrolidine-2-carboxamide